2-[6-Tert-butyl-4-[4-(trifluoromethyl)cyclohexyl]-3-pyridinyl]-4-oxo-1H-1,6-naphthyridine-5-carboxamide C(C)(C)(C)C1=CC(=C(C=N1)C=1NC=2C=CN=C(C2C(C1)=O)C(=O)N)C1CCC(CC1)C(F)(F)F